N-[2-amino-5-(4-chlorophenyl)phenyl]-4-(methylsulfonimidoyl)benzamide NC1=C(C=C(C=C1)C1=CC=C(C=C1)Cl)NC(C1=CC=C(C=C1)S(=O)(=N)C)=O